(2R)-N-benzyl-2-(6-{5-chloro-2-[(oxan-4-yl)amino]pyrimidin-4-yl}-1-oxo-2,3-dihydro-1H-isoindol-2-yl)propanamide C(C1=CC=CC=C1)NC([C@@H](C)N1C(C2=CC(=CC=C2C1)C1=NC(=NC=C1Cl)NC1CCOCC1)=O)=O